1-methyl-1,2,4-triazol CN1N=CN=C1